C(C)C=1C=NC=C(C1)C#CC1=C(C=CC=C1)NS(=O)(=O)C=1C=CC=C2C=CC=NC12 3-Ethyl-5-[2-(Chinolin-8-sulfonylamino)-phenylethynyl]-pyridin